4-oxo-2-(2-oxo-2-(p-tolyl)ethyl)-4-phenylbutyric acid benzyl ester C(C1=CC=CC=C1)OC(C(CC(C1=CC=CC=C1)=O)CC(C1=CC=C(C=C1)C)=O)=O